dimorpholinophosphinoyl chloride O1CCN(CC1)P(=O)(N1CCOCC1)Cl